N-(1-cyanoethyl)-N-(1-acetoxyethyl)-m-toluidine C(#N)C(C)N(C1=CC(=CC=C1)C)C(C)OC(C)=O